N1(N=CC=C1)C1=CC=C(CN)C=C1 (4-pyrazol-1-yl-benzyl)-amine